C1(CC1)NC=1C(=C(N=NC1C(F)(F)F)OC1=C(C=C(C=C1)F)C)C(=O)O 5-(cyclopropylamino)-3-(4-fluoro-2-methyl-phenoxy)-6-(trifluoromethyl)pyridazine-4-carboxylic acid